C(C1=CC=CC=C1)OC1=CC=C(C=C1)C1=CC2=C(N=CN=C2N2C(CNCC2)=O)N1 (6-(4-(benzyloxy)phenyl)-7H-pyrrolo[2,3-d]pyrimidin-4-yl)piperazin-2-one